C(C)(C)(C)S(=O)(=O)N1CCC2=CC=C(C=C12)NC(C1=C(C=C(C=C1)I)N1CC2CC2(CC1)C)=O N-(1-(tert-butylsulfonyl)indolin-6-yl)-4-iodo-2-(6-methyl-3-azabicyclo[4.1.0]heptan-3-yl)benzamide